(2R)-4-formylbutyl acetate C(C)(=O)OCCCCC=O